BrC=1C=NN(C1C)C=1C=CC(=C(C1)NC(C=C)=O)F N-(5-(4-bromo-5-methyl-1H-pyrazol-1-yl)-2-fluorophenyl)acrylamide